O=C1NC(CC[C@@H]1N1C(C2=CC=CC(=C2C1=O)NCC(=O)N1CCC(CC1)COC=1C=C(CNC2=C3N=CN(C3=NC=N2)C2CC(C2)NC(C2=NC(=CC=C2)C)=O)C=CC1)=O)=O N-((1s,3s)-3-(6-((3-((1-((2-(2,6-dioxopiperidin-3-yl)-1,3-dioxoisoindoline-4-yl)glycyl)piperidin-4-yl)methoxy)benzyl)amino)-9H-purin-9-yl)cyclobutyl)-6-methylpicolinamide